6-benzyl-3-(2-bromobenzyl)-2,3,4,6-tetrahydropyrido[3,4-c][1,8]naphthyridine-5(1H)-one C(C1=CC=CC=C1)N1C(C2=C(C=3C=CC=NC13)CCN(C2)CC2=C(C=CC=C2)Br)=O